2-(18-(tert-butoxy)-18-oxooctadecanamido)propanoic acid C(C)(C)(C)OC(CCCCCCCCCCCCCCCCC(=O)NC(C(=O)O)C)=O